CN1N=C2C=C(C=CC2=C1)N1CCCCC1 2-methyl-6-(piperidin-1-yl)-2H-indazol